C(C)(C)(CCC)OOC(C)(C)C(=O)O tert-hexyl-peroxyisopropyl-monocarboxylic acid